3-(4-((4-([1,2,4]triazolo[4,3-c]pyrimidin-7-yloxy)-3-methylphenyl)amino)quinazolin-6-yl)-N-(2-hydroxyethyl)acrylamide N=1N=CN2C=NC(=CC21)OC2=C(C=C(C=C2)NC2=NC=NC1=CC=C(C=C21)C=CC(=O)NCCO)C